ditriphenyl-phosphorane ammonium trifluoroacetate FC(C(=O)[O-])(F)F.[NH4+].C1(=CC=CC=C1)[PH2](C1=CC=CC=C1)C1=CC=CC=C1.C1(=CC=CC=C1)[PH2](C1=CC=CC=C1)C1=CC=CC=C1